nitro-amine nitrate [N+](=O)(O)[O-].[N+](=O)([O-])N